2,3-dihydroxy-6-methoxyquinoxaline OC1=NC2=CC=C(C=C2N=C1O)OC